N-benzyl-1,7-diisobutyloctahydro-6H-3,6-methanopyrrolo[3,2-c]pyridine-6-carboxamide C(C1=CC=CC=C1)NC(=O)C12C(C3C(CN1)C(CN3CC(C)C)C2)CC(C)C